N-phenylthiophene-2-carboxamidine C1(=CC=CC=C1)NC(=N)C=1SC=CC1